O1N=C(C=C1)CCC1=C(C=C2C=C(NC2=C1)CNC(=O)N1CCCC1)OC(F)(F)F N-((6-(2-(isoxazol-3-yl)ethyl)-5-(trifluoromethoxy)-1H-indol-2-yl)methyl)pyrrolidine-1-carboxamide